1-((3S,4R)-1-(2-methoxyethyl)-4-phenylpyrrolidin-3-yl)-3-(1-methyl-3-(pyridin-4-yl)-1H-pyrazol-5-yl)urea COCCN1C[C@H]([C@@H](C1)C1=CC=CC=C1)NC(=O)NC1=CC(=NN1C)C1=CC=NC=C1